5-chloro-2-hydroxy-4-(4-phenylindan-1-yl)oxy-benzaldehyde ClC=1C(=CC(=C(C=O)C1)O)OC1CCC2=C(C=CC=C12)C1=CC=CC=C1